2-methacryloylthio-n-propylthio-5-n-hexylthio-1,3,4-thiadiazole C(C(=C)C)(=O)SC(CSC=1SC(=NN1)SCCCCCC)C